FC(C=1C=C(C=CC1C(F)(F)F)O)(F)F 3,4-ditrifluoromethylphenol